C1(CC1)C([C@@H](C(=O)NC1=NC(=C(C=C1)C=1C(=NNC1CC)C)F)NC(=O)C=1N(N=NC1)CC)C1CC1 N-[(1S)-1-(dicyclopropylmethyl)-2-[[5-(5-ethyl-3-methyl-1H-pyrazol-4-yl)-6-fluoro-2-pyridyl]amino]-2-oxo-ethyl]-3-ethyl-triazole-4-carboxamide